diFluorobenzene C1=CC=C(C(=C1)F)F